[NH4+].P(=O)(OCC)([O-])[O-].[NH4+] ethyl phosphate ammonium salt